(R)-4-(1-ethyl-1H-1,2,3-triazol-4-yl)-2-fluoro-N-(8-methylisoquinolin-1-yl)-N-(piperidin-3-yl)benzamide C(C)N1N=NC(=C1)C1=CC(=C(C(=O)N([C@H]2CNCCC2)C2=NC=CC3=CC=CC(=C23)C)C=C1)F